tert-butyl N-[(3S,4S)-8-[3-iodo-5-methyl-1-(oxan-2-yl)-1H-pyrazolo[3,4-b]pyrazin-6-yl]-3-methyl-2-oxa-8-azaspiro[4.5]decan-4-yl]carbamate IC1=NN(C2=NC(=C(N=C21)C)N2CCC1([C@@H]([C@@H](OC1)C)NC(OC(C)(C)C)=O)CC2)C2OCCCC2